ClC=1C(=C(C=CC1F)N(C(=O)[C@H]1N(C(N(C1)CCO)=O)C1=NC(=CC(=C1)C(F)(F)F)C)C)F (S)-N-(3-chloro-2,4-difluorophenyl)-1-(2-hydroxyethyl)-N-methyl-3-(6-methyl-4-(trifluoromethyl)pyridin-2-yl)-2-oxoimidazolidine-4-carboxamide